4-((2-methoxy-3-(1-methyl-1H-1,2,4-triazol-3-yl)phenyl)amino)-N-methylpyridazin-3-carboxamide COC1=C(C=CC=C1C1=NN(C=N1)C)NC1=C(N=NC=C1)C(=O)NC